CCCCCCCCCCCCCCCl Chlorotetradecane